BrC1=CC(=C(C(=C1)C)N1N=C2C(N=C(NC2=S)N2CCCC2)=N1)C 2-(4-bromo-2,6-dimethyl-phenyl)-5-pyrrolidin-1-yl-6H-triazolo[4,5-d]pyrimidine-7-thione